(7R)-2-{2-[1-(cyclopropylmethyl)-1H-indol-2-yl]-7-methoxy-1-[(2-methyl-2H-1,2,3-triazol-4-yl)methyl]-1H-1,3-benzodiazole-5-carbonyl}-2-azabicyclo[2.2.1]heptan-7-amine C1(CC1)CN1C(=CC2=CC=CC=C12)C1=NC2=C(N1CC1=NN(N=C1)C)C(=CC(=C2)C(=O)N2C1CCC(C2)[C@H]1N)OC